O1C2N(C(C13CCNCC3)=O)CCC2 tetrahydro-3'H-spiro[piperidine-4,2'-pyrrolo[2,1-b][1,3]oxazol]-3'-one